1-(3-bromo-6-methyl-2-pyridyl)-3-[(1S)-1-(2-pyrimidin-2-yl-1,2,4-triazol-3-yl)ethyl]urea BrC=1C(=NC(=CC1)C)NC(=O)N[C@@H](C)C=1N(N=CN1)C1=NC=CC=N1